(S)-Propargyl-Glycine C(C#C)NCC(=O)O